C(#N)C1=C2CCCC(C2=CC=C1)NC(=O)C=1C(NC(=CC1)C(F)(F)F)=O N-(5-cyano-1,2,3,4-tetrahydronaphthalen-1-yl)-2-oxo-6-(trifluoromethyl)-1,2-dihydropyridine-3-carboxamide